(2-(4-(4-(6-methylpyridin-2-yl)-1H-imidazol-5-yl)pyridin-2-yl)-4,6-dihydropyrrolo[3,4-d]imidazol-5(1H)-yl)(pyrrolidin-1-yl)ketone CC1=CC=CC(=N1)C=1N=CNC1C1=CC(=NC=C1)C1=NC2=C(N1)CN(C2)C2N(CCC2)C(=O)N2C(CCC2)N2CC=1NC(=NC1C2)C2=NC=CC(=C2)C2=C(N=CN2)C2=NC(=CC=C2)C